N-(5-(6-ethoxypyrazin-2-yl)pyridin-2-yl)-4-(2-(methylsulfonyl)pyrimidin-4-yl)tetrahydro-2H-pyran-4-carboxamide C(C)OC1=CN=CC(=N1)C=1C=CC(=NC1)NC(=O)C1(CCOCC1)C1=NC(=NC=C1)S(=O)(=O)C